3-(6-amino-5-carbamoyl-4'-sulfamoyl-[1,1'-biphenyl]-3-yl)prop-2-yn-1-ylacetic acid NC1=C(C=C(C=C1C1=CC=C(C=C1)S(N)(=O)=O)C#CCCC(=O)O)C(N)=O